S(=O)(=O)(C1=CC=C(C)C=C1)CC1=CC=C(C=C1)S(=O)(=O)N tosyl-(p-toluenesulfonamide)